methyl (S)-2-amino-4-(sec-butoxy)pyrimidine-5-carboxylate NC1=NC=C(C(=N1)O[C@@H](C)CC)C(=O)OC